4-[[4-[[(1S)-2-hydroxy-1-phenyl-ethyl]amino]-5-(1H-triazol-5-yl)pyrimidin-2-yl]amino]-N,2-dimethyl-benzamide OC[C@H](C1=CC=CC=C1)NC1=NC(=NC=C1C1=CN=NN1)NC1=CC(=C(C(=O)NC)C=C1)C